N1C=NC(=C1)C1=CC=C(OCC=2N=NC(=CC2)S(=O)(=O)CC)C=C1 3-((4-(1H-imidazol-4-yl)phenoxy)methyl)-6-(ethylsulfonyl)pyridazine